tert-butyl (S)-(6-amino-1-((4'-amino-3,3'-dimethyl-[1,1'-biphenyl]-4-yl)amino)-1-oxohexyl-2-yl)carbamate NCCCCC(C(=O)NC1=C(C=C(C=C1)C1=CC(=C(C=C1)N)C)C)=NC(OC(C)(C)C)=O